COC=1C=C2C(=NC(=NC2=CC1C#CCN1CCCC1)N1CCN(CCC1)C)NC1CCS(CC1)(=O)=O 4-((6-methoxy-2-(4-methyl-1,4-diazepan-1-yl)-7-(3-(pyrrolidin-1-yl)prop-1-yn-1-yl)quinazolin-4-yl)amino)tetrahydro-2H-thiopyran 1,1-dioxide